2-(2-fluoro-6-(2-methyl-1H-benzimidazol-5-yl)-4-propylphenyl)propane-2-ol FC1=C(C(=CC(=C1)CCC)C1=CC2=C(NC(=N2)C)C=C1)C(C)(C)O